C(CCCCCCC\C=C/CCCCCC)C(CCCCCCC\C=C/CCCCCC)O palmitoleyl-((Z)-hexadec-9-en-1-ol)